N,N-dimethyl-(4-dodecyl)aniline CN(C1=C(C=CC=C1)C(CCC)CCCCCCCC)C